5-bromo-4-methyl-2-[3-(1-methyl-1-tert-butoxycarbonylethyl)ureido]-3-thiophenecarboxylic acid ethyl ester C(C)OC(=O)C1=C(SC(=C1C)Br)NC(=O)NC(C)(C(=O)OC(C)(C)C)C